F[C@@H]1[C@]2(CCC[C@@](C[C@@H]1OC1=CC=C(N=N1)C1=C(C=C(C=C1)C1=CC(N(C=N1)C)=O)O)(N2)C)C 6-(4-(6-(((1r,2r,3s,5s)-2-fluoro-1,5-dimethyl-9-azabicyclo[3.3.1]non-3-yl)oxy)pyridazin-3-yl)-3-hydroxyphenyl)-3-methylpyrimidin-4(3H)-one